C(C)(=O)OC(N)=N O-acetyl-isourea